sodium hydroxyiminosuccinate ON=C(C(=O)[O-])CC(=O)[O-].[Na+].[Na+]